COC1=CC=C(C=C1)C(OC[C@@H]1[C@H](C[C@@H](O1)C1=CN=C(NC1=O)NC(C)=O)O)(C1=CC=CC=C1)C1=CC=C(C=C1)OC N-(5-((2R,4S,5R)-5-((bis(4-methoxyphenyl)(phenyl)methoxy)methyl)-4-hydroxytetrahydrofuran-2-yl)-6-oxo-1,6-dihydropyrimidin-2-yl)acetamide